(2S,4S)-4-cyclopentylpyrrolidine-2-carboxylic acid methyl ester COC(=O)[C@H]1NC[C@@H](C1)C1CCCC1